N-(7'-cyanospiro[azetidine-3,4'-chromeno[4,3-d]thiazol]-2'-yl)-4,6-dimethoxypyrimidine-5-carboxamide C(#N)C=1C=CC2=C(C1)OC1(C3=C2N=C(S3)NC(=O)C=3C(=NC=NC3OC)OC)CNC1